(S)-1-((6-cyano-5-(trifluoromethyl)pyridin-3-yl)amino)-3-(4-cyanophenoxy)-2-methyl-1-oxopropane-2-yl-N-methyl-L-proline C(#N)C1=C(C=C(C=N1)NC(C(COC1=CC=C(C=C1)C#N)(C)[C@]1(N(CCC1)C)C(=O)O)=O)C(F)(F)F